di-tert-butyl-(2r,4r)-4-((6-((1-(tert-butyl)-3-methyl-1H-pyrazol-5-yl)amino)-5-fluoropyridin-2-yl)methyl)-2-methylpiperidine-1,4-dicarboxylic acid C(C)(C)(C)C1[C@](N(CC[C@@]1(C(=O)O)CC1=NC(=C(C=C1)F)NC1=CC(=NN1C(C)(C)C)C)C(=O)O)(C)C(C)(C)C